OC=1C=C2C(C=C(OC2=CC1)CCC1=CC=CC=C1)=O 6-hydroxy-2-(2-phenyl-ethyl)chromone